N[C@@H](C(C)C)C(=O)OC[C@H]1O[C@]([C@@H]([C@@H]1O)O)(C1=CC=C2C(=NC=NN21)NC(CCCC)=O)C#N ((2R,3S,4R,5R)-5-cyano-3,4-dihydroxy-5-(4-pentanamidopyrrolo[2,1-f][1,2,4]triazin-7-yl)tetrahydrofuran-2-yl)methyl L-valinate